2-(Ethylamino)ethyl (2-(2-pyridyl)-1-(phenyl)ethyl)carbamate N1=C(C=CC=C1)CC(C1=CC=CC=C1)NC(OCCNCC)=O